8-HYDROXYNAPHTHALENE-2-CARBOXALDEHYDE OC=1C=CC=C2C=CC(=CC12)C=O